(benzylthio)-3,4,5,6-tetrafluoro-N,N-dimethylbenzenesulfonamide C(C1=CC=CC=C1)SC1=C(C(=C(C(=C1F)F)F)F)S(=O)(=O)N(C)C